ClC1=CC2=C(N(C(C(N2C)=O)=O)C2CCN(CC2)C(=O)C2=CC3=C(OCCO3)C=C2)N=C1 7-chloro-4-(1-(2,3-dihydrobenzo[b][1,4]dioxine-6-carbonyl)piperidin-4-yl)-1-methyl-1,4-dihydropyrido[2,3-b]pyrazine-2,3-dione